((1R,5S)-3-(2-Chloropyrimidin-4-yl)-3,8-diazabicyclo[3.2.1]octan-8-yl)((S)-2,2-difluorocyclopropyl)methanone ClC1=NC=CC(=N1)N1C[C@H]2CC[C@@H](C1)N2C(=O)[C@H]2C(C2)(F)F